N-methyl-1-(2-methyl-1,3-dioxolan-2-yl)methanamine CNCC1(OCCO1)C